(S)-4-(difluoromethyl)-1,2,3-oxathiazolidine-3-carboxylic acid benzyl ester 2,2-dioxide C(C1=CC=CC=C1)OC(=O)N1S(OC[C@H]1C(F)F)(=O)=O